4,16-dimethyl-octadecanoic acid CC(CCC(=O)O)CCCCCCCCCCCC(CC)C